FC1=CC=C(C=C1)C=1SC=NN1 (4-fluorophenyl)-1,3,4-thiadiazole